(2-bromo-6-methoxybenzo[d]thiazol-4-yl)(cyclopropyl)methanol Chromium-zirconium-molybdenum [Mo].[Zr].[Cr].BrC=1SC2=C(N1)C(=CC(=C2)OC)C(O)C2CC2